N1=C(N=CC=C1)OC1CCC(CC1)OC1=NC2=CC(=CC=C2C=N1)N1CCOCC1 4-[5-trans-(4-pyrimidin-2-yloxy-cyclohexyloxy)quinazolin-7-yl]morpholine